2-(2-Chlorophenyl)-N-[3-sulfamoyl-4-(1,2-thiazol-4-yl)phenyl]acetamide ClC1=C(C=CC=C1)CC(=O)NC1=CC(=C(C=C1)C=1C=NSC1)S(N)(=O)=O